N[C@@](C(=O)O)(CCCCB(O)O)C1CC(C1)NC1CCC(CC1)C1=CC=CC=C1 (S)-2-amino-6-borono-2-((1S,3R)-3-(4-phenylcyclohexylamino)cyclobutyl)hexanoic acid